O[C@@H]1C[C@@](N(C1)C(=O)OC(C)(C)C)(C(=O)OC)C (2R,4R)-1-tert-butyl 2-methyl 4-hydroxy-2-methylpyrrolidine-1,2-dicarboxylate